O1CCN(CC1)CCCC1=NC=2C(=C3C(=NC2N)C=C(S3)C3=NNC=C3)N1 2-(3-morpholinopropyl)-7-(1H-pyrazol-3-yl)-1H-imidazo[4,5-d]thieno[3,2-b]pyridin-4-amine